ethyl 3,3-dicyclopropyl-2-[5-(4-methyl-1,2,5-oxadiazol-3-yl)-4H-1,2,4-triazol-3-yl]propanoate C1(CC1)C(C(C(=O)OCC)C1=NN=C(N1)C1=NON=C1C)C1CC1